NC1=NC(=C(C(=O)O)C=C1)C1=CC=C(C=C1)OC1=CC=CC=C1 6-amino-2-(4-phenoxyphenyl)nicotinic acid